CC(C(C)O)(CCCC)O 3-methylheptane-2,3-diol